methyl (3-((6-amino-9-(3-hydroxybenzyl)-8-methoxy-9H-purin-2-yl) oxy) propyl) phosphonate P(OC)(OCCCOC1=NC(=C2N=C(N(C2=N1)CC1=CC(=CC=C1)O)OC)N)=O